tert-butyl (R)-2-((4-(3-((2-chloro-5-(2-cyclopropyl-2H-tetrazol-5-yl)phenyl)carbamoyl)pyrazolo[1,5-a]pyridin-5-yl)-3,5-dimethyl-1H-pyrazol-1-yl)methyl)morpholine-4-carboxylate ClC1=C(C=C(C=C1)C=1N=NN(N1)C1CC1)NC(=O)C=1C=NN2C1C=C(C=C2)C=2C(=NN(C2C)C[C@H]2CN(CCO2)C(=O)OC(C)(C)C)C